(2R,4R)-4-hydroxy-N-(3-{4-[3-(trifluoromethoxy)propyl]-1H-pyrazol-1-yl}bicyclo[1.1.1]pentan-1-yl)-6-(trifluoromethyl)-3,4-dihydro-2H-1-benzopyran-2-carboxamide O[C@@H]1C[C@@H](OC2=C1C=C(C=C2)C(F)(F)F)C(=O)NC21CC(C2)(C1)N1N=CC(=C1)CCCOC(F)(F)F